2-(5-Chloro-3-thienyl)ethanol ClC1=CC(=CS1)CCO